5-[(4R,9aS)-8-[2-[(3S,4R)-3-amino-4-fluoro-pyrrolidin-1-yl]-4-pyridyl]-4-methyl-3,4,6,7,9,9a-hexahydro-1H-pyrazino[1,2-a]pyrazin-2-yl]quinoline-8-carbonitrile N[C@H]1CN(C[C@H]1F)C1=NC=CC(=C1)N1C[C@@H]2N([C@@H](CN(C2)C2=C3C=CC=NC3=C(C=C2)C#N)C)CC1